1-(5-fluoro-4-(methylsulfonyl)-2-nitrophenyl)piperidine FC=1C(=CC(=C(C1)N1CCCCC1)[N+](=O)[O-])S(=O)(=O)C